(+-)-cis-3-(2-(4-methoxyphenyl)-1,3-dioxan-4-yl)-1-phenylpropan-1-one COC1=CC=C(C=C1)[C@@H]1OCC[C@@H](O1)CCC(=O)C1=CC=CC=C1 |r|